ClC1=C(C=C(C=C1)N1N=CC(=C1)C(C(=O)O)C)C 2-(1-(4-chloro-3-methylphenyl)-1H-pyrazol-4-yl)propanoic acid